CN(CCCC(O)C=1C=NC=CC1)N=O 4-(methylnitrosoamino)-1-(3-pyridinyl)-1-butanol